C(CCCCC(=O)[O-])(=O)OC(CCCCCCCCC)(CCCCCCCC)CCCCCCCC di-n-octyl-n-decyl adipate